OCC1=CC(=C(C=C1)O)CO 1,3-bis(hydroxymethyl)-4-hydroxybenzene